N,N-dimethyl-2-(4-methyl-2-(pyridin-3-ylamino)thiazol-5-yl)acetamide CN(C(CC1=C(N=C(S1)NC=1C=NC=CC1)C)=O)C